C(C)(C)(C)OC(=O)NCCN(CC(=O)OCC1=CC=CC=C1)C(=O)OCCl benzyl N-(2-((tert-butoxycarbonyl)amino)ethyl)-N-((chloromethoxy)carbonyl)glycinate